4,6-dichloro-2-((2-isopropyl-4-methylpyridin-3-yl)amino)nicotinamide ClC1=CC(=NC(=C1C(=O)N)NC=1C(=NC=CC1C)C(C)C)Cl